CC=1C=C(OC2=NC(=NN2C(C)C)NC2[C@H]3CN(C[C@@H]2CC3)C(=O)OC(C)(C)C)C=C(C1)C(F)(F)F tert-butyl (1R,5S,8S)-8-({5-[3-methyl-5-(trifluoromethyl) phenoxy]-1-(propan-2-yl)-1H-1,2,4-triazol-3-yl} amino)-3-azabicyclo[3.2.1]octane-3-carboxylate